C(C)(=O)NC1=C(C=C(C=C1)C=1C=CC2=C(C=3CN(C(C3C=C2)=O)CC(C(=O)N)=C)C1)Cl 2-[[8-(4-acetamido-3-chloro-phenyl)-3-oxo-1H-benzo[e]isoindol-2-yl]methyl]prop-2-enamide